3-(6-Methoxypyridin-3-yl)-2-(Pyridin-3-yl)Thieno[3,2-d]Pyrimidin-4(3H)-One Dihydrochloride Cl.Cl.COC1=CC=C(C=N1)N1C(=NC2=C(C1=O)SC=C2)C=2C=NC=CC2